(2R,4S)-N2-(5-((+)-1-amino-1-(3-cyanophenyl)-3-cyclopropylpropyl)-2-fluorophenyl)-N1-(5-chloropyridin-2-yl)-4-hydroxy-4-phenylpyrrolidine-1,2-dicarboxamide NC(CCC1CC1)(C1=CC(=CC=C1)C#N)C=1C=CC(=C(C1)NC(=O)[C@@H]1N(C[C@](C1)(C1=CC=CC=C1)O)C(=O)NC1=NC=C(C=C1)Cl)F